2,2-difluoro-N-hydroxynonanamidine FC(C(=N)NO)(CCCCCCC)F